6,6-dimethyl-5,6,7,8-tetrahydroquinolin-3-amine CC1(CC=2C=C(C=NC2CC1)N)C